cysteamine HCl salt Cl.NCCS